COC1=CC=C(C=C1)C[C@H]1NC[C@@H]([C@@H]1O)O (2R,3R,4S)-2-[(4-methoxyphenyl)methyl]-3,4-pyrrolidinediol